3-{[(6-Bromo-2-oxo-1,2-dihydropyridin-3-yl)amino]methyl}-6-chloro-1,2-dihydrochinolin-2-on BrC1=CC=C(C(N1)=O)NCC=1C(NC2=CC=C(C=C2C1)Cl)=O